(R or S)-3-((4-amino-7-(4-(2-(methylamino)ethyl)benzyl)imidazo[2,1-f][1,2,4]triazin-2-yl)oxy)hexan-1-ol NC1=NC(=NN2C1=NC=C2CC2=CC=C(C=C2)CCNC)O[C@@H](CCO)CCC |o1:22|